C(C=C)N1N(C2=NC(=NC=C2C1=O)NC1=CC(=C(C=C1)N1CCN(CC1)C)OC)C1=CC=CC(=N1)S(=O)(=O)N 6-(2-allyl-6-((3-methoxy-4-(4-methylpiperazin-1-yl)phenyl)amino)-3-oxo-2,3-dihydro-1H-pyrazolo[3,4-d]pyrimidin-1-yl)pyridine-2-sulfonamide